C(C)(=O)SC=1C(=NC(=CC1Cl)N1[C@@H](COCC1)C)C(=O)OC methyl (R)-3-(acetylthio)-4-chloro-6-(3-methylmorpholino)picolinate